3-bromo-5-[(cyclopropylmethyl)amino]-1-[(3S)-1-(prop-2-enoyl)pyrrolidin-3-yl]pyrazole-4-carboxamide BrC1=NN(C(=C1C(=O)N)NCC1CC1)[C@@H]1CN(CC1)C(C=C)=O